N=1C(=CN2C1C=CC=C2)C=2C=C(C(=O)N1CCC(CC1)NC(=O)C1=NC(=NC=C1)NC1=CC=CC=C1)C=CC2 N-(1-(3-(imidazo[1,2-a]pyridin-2-yl)benzoyl)piperidin-4-yl)-2-(anilino)pyrimidine-4-methaneAmide